C[C@H](C1=CC=CC=C1)N.Cl[C@H](CCCCC(=O)O)CCCl R-(+)-6,8-dichlorooctanoic acid-R-(+)-alpha-methylbenzylamine salt